3-(1-Ethylpiperidin-4-yl)-5-fluoro-7-(8-methoxy-2-methylimidazo[1,2-b]pyridazin-6-yl)cinnoline C(C)N1CCC(CC1)C=1N=NC2=CC(=CC(=C2C1)F)C=1C=C(C=2N(N1)C=C(N2)C)OC